(S)-2-(1-Cyclopropyl-3-methyl-4-oxo-1,4-dihydro-5H-pyrrolo[2,3-d]pyridazin-5-yl)-N-(1-(p-tolyl)ethyl)acetamid C1(CC1)N1C=C(C2=C1C=NN(C2=O)CC(=O)N[C@@H](C)C2=CC=C(C=C2)C)C